C(CCC)C=1C(C(C=C(C1O)C)(CCC(=O)OCCOCCOCCOC(CCC1(C(C(=C(C(=C1)C)O)CCCC)(CCCC)CCCC)CCCC)=O)CCCC)(CCCC)CCCC triethylene glycol-bis(3-(tetrabutyl-4-hydroxy-5-methylphenyl) propionate)